N-p-methoxyphenyl-quinolin-2-amine COC1=CC=C(C=C1)NC1=NC2=CC=CC=C2C=C1